C(CCCCCCCCCCC\C=C/CCCCCCCC)(=O)NC(C(=O)N)(CCCCCCCCCCCCCC)CC erucamido-ethyl-palmitamide